(E)-2,4-dibromo-6-(((2-(2,5-dimethyloxazol-4-yl)-1H-benzo[d]imidazol-5-yl)imino)methyl)benzene-1,3-diol BrC1=C(C(=CC(=C1O)Br)/C=N/C1=CC2=C(NC(=N2)C=2N=C(OC2C)C)C=C1)O